FC1=C(C=C(C=C1)B1OC(C(O1)(C)C)(C)C)C(C)(F)F 2-(4-Fluoro-3-(1,1-difluoroethyl)phenyl)-4,4,5,5-tetramethyl-1,3,2-dioxaborolane